C(C)(C)(C)OC(=O)N1[C@@H](CCC1)C=1SC=C(N1)C(=O)OCC (S)-ethyl 2-(1-(tert-butoxycarbonyl)pyrrolidin-2-yl)thiazole-4-carboxylate